ClC=1C=C(C(=C(C1)O)C1=NC=2N(C=C1)N=C(N2)N2CCOCC2)C 5-chloro-3-methyl-2-(2-morpholino-[1,2,4]triazolo[1,5-a]pyrimidin-5-yl)phenol